benzyl 5-methyl-4-oxopiperidine-1-carboxylate CC1C(CCN(C1)C(=O)OCC1=CC=CC=C1)=O